C(C)OC(=O)C1=CC(=NN1C1CCOCC1)C 3-methyl-1-(tetrahydro-2H-pyran-4-yl)-1H-pyrazole-5-carboxylic acid ethyl ester